C(C)(C)(C)OC(=O)N1CCN(CC1)C1=C(N(C=2N(C1=O)N=C(N2)Br)CC(=O)NC2=C(C=C(C=C2)C(F)(F)F)C)CC 4-(2-Bromo-5-ethyl-4-(2-((2-methyl-4-(trifluoromethyl)phenyl)amino)-2-oxoethyl)-7-oxo-4,7-dihydro-[1,2,4]triazolo[1,5-a]pyrimidin-6-yl)piperazine-1-carboxylic acid tert-butyl ester